C(C)NC(COC1=CC2=C(OCO2)C=C1C=O)=O N-ETHYL-2-[(6-FORMYL-2H-1,3-BENZODIOXOL-5-YL)OXY]ACETAMIDE